COC1=NC(=NC(=C1)C)N1CCN(CC1)S(=O)(=O)C1=CC=C(C=C1)NC(C1=C(C=CC=C1)N(S(=O)(=O)C)C)=O N-(4-((4-(4-methoxy-6-methylpyrimidin-2-yl)piperazin-1-yl)sulfonyl)phenyl)-2-(N-methylmethylsulfonamido)benzamide